FC1=CC(=C(C=C1)[C@H]1[C@@H](O[C@]([C@H]1C)(C(F)(F)F)C)C(=O)NC1=CC(=NC=C1)C(=O)N)O (2R,3S,4S,5R)-4-[[3-(4-fluoro-2-hydroxy-phenyl)-4,5-dimethyl-5-(trifluoromethyl)tetrahydrofuran-2-carbonyl]amino]pyridine-2-carboxamide